C(C)(C)(C)OC(=O)N1CC(C1)C(N(C)OC)=O.FC(C=1C(=C(C=CC1)[C@@H](C)N)F)(C1CN(C1)C(C)C)F (R)-1-(3-(difluoro(1-isopropylazetidin-3-yl)methyl)-2-fluorophenyl)ethan-1-amine Tert-butyl-3-(methoxy(methyl)carbamoyl)azetidine-1-carboxylate